tert-Butyl (S)-(2-((4-(1-(2-methyl-1H-imidazol-1-yl)ethyl)phenyl)amino)-2-oxoethyl)(pyridin-2-yl)carbamate CC=1N(C=CN1)[C@@H](C)C1=CC=C(C=C1)NC(CN(C(OC(C)(C)C)=O)C1=NC=CC=C1)=O